N-(7-cyclopropyl-1-methyl-1H-indazol-3-yl)-3-fluorobenzamide C1(CC1)C=1C=CC=C2C(=NN(C12)C)NC(C1=CC(=CC=C1)F)=O